ClC=1C=C(C(=C(C=O)C1)O)OC 5-chloro-o-Vanillin